2-[2-(chloromethyl)allyl]-6,7-dihydro-4H-pyrazolo[4,3-c]Pyridine-3,5-dicarboxylic acid 5-tert-butyl 3-ethyl ester C(C)OC(=O)C=1N(N=C2C1CN(CC2)C(=O)OC(C)(C)C)CC(=C)CCl